[OH-].[K+].CO Methanol Kalium hydroxid